C(C=C)(=O)OCC[N+](CC(CO)O)(CCOC(C=C)=O)CCOC(C=C)=O tris(2-acryloyloxyethyl)(2,3-dihydroxypropyl)ammonium